N1(C=NC=C1)C(=O)OC[C@H]1NC(CC1)=O (S)-(5-oxopyrrolidin-2-yl)methyl 1H-imidazole-1-carboxylate